FC1=C(C=CC(=C1)F)S(=O)(=O)N(C)C=1C(=NC=C(C1)C=1C=C2C(=NC=NC2=CC1)N1CCN(CC1)C(\C=C\C(C)=O)=O)OC (E)-2,4-difluoro-N-(2-methoxy-5-(4-(4-(4-oxopent-2-enoyl)piperazin-1-yl)quinazoline-6-yl)pyridin-3-yl)-N-methylbenzenesulfonamide